CCCCCCCCCCCC/C=C/C=C/O hexadecadienol